OC[C@H](C1=CC=CC=C1)NC(=O)C=1OC=C(N1)C1=NC(=NC=C1)NC1CCOCC1 (S)-N-(2-hydroxy-1-phenylethyl)-4-(2-((tetrahydro-2H-pyran-4-yl)amino)pyrimidin-4-yl)oxazole-2-carboxamide